N1=C(C=CC=C1)N(S(=O)(=O)C(F)(F)F)S(=O)(=O)C(F)(F)F N-(2-pyridyl)triflimide